2-((6-(3-(2-ethoxyphenoxy)piperidin-1-yl)pyrazin-2-yl)pyrimidin-4-yl)-2-methylpropanoic acid C(C)OC1=C(OC2CN(CCC2)C2=CN=CC(=N2)C2=NC=CC(=N2)C(C(=O)O)(C)C)C=CC=C1